O[C@@H](COC1=CC=C(C=C1)C=O)CN1N=CN=N1 (4-((R)-2-hydroxy-3-(2H-tetrazol-2-yl)propoxy)phenyl)methanon